16,16-dimethyl-13-oxo-4,7,10-trioxa-14-azaheptadecanoate CC(CNC(CCOCCOCCOCCC(=O)[O-])=O)(C)C